2-(6'-Bromo-5'-fluoro-1',3'-dioxo-spiro[cyclopropan-1,4'-isoquinolin]-2'-yl)-N-(5-chloropyrimidin-2-yl)acetamide BrC=1C(=C2C3(C(N(C(C2=CC1)=O)CC(=O)NC1=NC=C(C=N1)Cl)=O)CC3)F